CN(COCOC(=O)N1C2=CC=CC=C2C=2C=CC=CC12)COCOC(=O)N1C2=CC=CC=C2C=2C=CC=CC12 N-methyl-bis{[(9-carbazolylcarbonyloxy)methoxy]methyl}amine